3-((S)-2-hydroxy-3-((R)-8-(3-(1-methyl-1H-pyrazol-4-yl)phenylsulfonyl)-1-oxa-8-azaspiro[4.5]decan-3-ylamino)propoxy)-N-methylbenzenesulfonamide O[C@H](COC=1C=C(C=CC1)S(=O)(=O)NC)CN[C@H]1COC2(C1)CCN(CC2)S(=O)(=O)C2=CC(=CC=C2)C=2C=NN(C2)C